ClC=1C(=CC(=C(C1)NC(CN1C(N(C(C2=CC=CC=C12)=O)CC(=O)NC1CCCC2=CC=CC=C12)=O)=O)OC)OC N1-(5-Chloro-2,4-dimethoxyphenyl)-2,4-dioxo-N3-(1,2,3,4-tetrahydro-1-naphthalenyl)-1,3(2H,4H)-quinazolinediacetamide